C1(=CC=CC=C1)COC(CCCCCC[C@@H]1[C@H]([C@@H](CC1=O)OCC1=CC=CC=C1)CCC(C(CCCC)(F)F)O)=O 7-[(1R,2R,3R)-3-benzyloxy-2-(4,4-difluoro-3-hydroxyoctyl)-5-keto-cyclopentyl]heptanoic acid phenylmethyl ester